COC1=CC(=NC=C1C#N)N1N=CC(=C1)CN1C[C@H](NCC1)C=1C(=C2COC(C2=CC1)=O)C (R)-4-methoxy-6-(4-((3-(4-methyl-1-oxo-1,3-dihydroisobenzofuran-5-yl)piperazin-1-yl)methyl)-1H-pyrazol-1-yl)nicotinonitrile